(5-(pyridin-4-ylmethyl)pyridin-2-yl)propanamide N1=CC=C(C=C1)CC=1C=CC(=NC1)C(C(=O)N)C